C1(CCCC1)[C@@H](CC#N)C=1SC(=CN1)C=1C2=C(N=CN1)NC=C2 |r| (3R)- and (3S)-3-Cyclopentyl-3-[5-(7H-pyrrolo[2,3-d]pyrimidin-4-yl)-1,3-thiazol-2-yl]propanenitrile